6-chloro-7-(5,7-dihydro-6H-pyrrolo[3,4-b]pyridin-6-yl)-1-((1-methyl-piperidin-4-yl)-methyl)-4-oxo-1,4-dihydroquinoline-3-carboxylic acid ClC=1C=C2C(C(=CN(C2=CC1N1CC2=NC=CC=C2C1)CC1CCN(CC1)C)C(=O)O)=O